CN1N=C(C=2C=NC(=CC21)C2=NOC(=N2)C2CCN(CC2)C(=O)C2CC(N(C2)C2=CC=CC=C2)=O)C 4-(4-(3-(1,3-dimethyl-1H-pyrazolo[4,3-c]pyridin-6-yl)-1,2,4-oxadiazol-5-yl)piperidine-1-carbonyl)-1-phenylpyrrolidin-2-one